1-(4,4-difluorocyclohexyl)-N-((7-(5-(difluoromethyl)-1,3,4-oxadiazol-2-yl)imidazo[1,2-a]pyridin-2-yl)methyl)-N-(3-fluorophenyl)azetidine-3-carboxamide FC1(CCC(CC1)N1CC(C1)C(=O)N(C1=CC(=CC=C1)F)CC=1N=C2N(C=CC(=C2)C=2OC(=NN2)C(F)F)C1)F